ClC=1C=2N(C=C(C1)F)N=C(C2)C 4-chloro-6-fluoro-2-methyl-pyrazolo[1,5-a]pyridine